3-[(tert-butoxycarbonyl)amino]-2-(4-cyanophenyl)propionic acid methyl ester COC(C(CNC(=O)OC(C)(C)C)C1=CC=C(C=C1)C#N)=O